methyl (S)-2-isocyanato-4-methylpentanoate N(=C=O)[C@H](C(=O)OC)CC(C)C